2,2-dimethyl-4-oxobutanoate CC(C(=O)[O-])(CC=O)C